N[C@H]1C[C@@H](CC1)NC1=C(N=NC(=C1)NC1=NC=C(N=C1)C#N)C(=O)NC 4-((1R,3R)-3-aminocyclopentylamino)-6-(5-cyanopyrazin-2-ylamino)-N-methylpyridazine-3-carboxamide